tert-butyl (E)-(4-(N-((1,2,3,5,6,7-hexahydro-s-indacen-4-yl)carbamoyl)sulfamoyl)-2-methylbut-3-en-2-yl)carbamate C1CCC2=C(C=3CCCC3C=C12)NC(=O)NS(=O)(=O)/C=C/C(C)(C)NC(OC(C)(C)C)=O